COC1=NC=CC(=C1N1CCC(CC1)N1C(N(C=2C(C1C)=NN(C2)C2OCCCC2)CC2=C(C=CC=C2)C(F)(F)F)=O)C 6-(2'-Methoxy-4'-methyl-3,4,5,6-tetrahydro-2H-[1,3']bipyridinyl-4-yl)-7-methyl-2-(tetrahydro-pyran-2-yl)-4-(2-trifluoromethylbenzyl)-2,4,6,7-tetrahydro-pyrazolo[4,3-d]pyrimidin-5-one